NC1=NC(=CC(=C1)C[C@@H]1[C@H](N(C1=O)C(=O)N[C@H](CC)C1=CC=CC=C1)C(=O)N(C)C=1OC=NN1)C (2S,3R)-3-((2-amino-6-methylpyridin-4-yl)methyl)-N2-(1,3,4-oxadiazol-2-yl)-N1-((R)-1-phenylpropyl)-N2-methyl-4-oxoazetidine-1,2-dicarboxamide